3'-methyl-4-pentyl-3-(pyrimidin-2-yl)-[1,1'-biphenyl]-2,6-diol CC=1C=C(C=CC1)C=1C(=C(C(=CC1O)CCCCC)C1=NC=CC=N1)O